C(#N)CCOCC(CCCCCOCCC#N)OCCC#N 1,2,7-tri(cyanoethoxy)heptane